(S)-N-((S)-1-(4-methoxyphenyl)-2-((4-methoxyphenyl)amino)-2-oxoethyl)-1-(4-methylpentanoyl)pyrrolidine-2-carboxamide COC1=CC=C(C=C1)[C@@H](C(=O)NC1=CC=C(C=C1)OC)NC(=O)[C@H]1N(CCC1)C(CCC(C)C)=O